3-[4'-(4-hydroxycarbamoyl-butoxy)-3'-(1,3,5,7-tetraaza-tricyclo[3.3.1.13,7]decan-2-yl)-biphenyl-4-yl]-acrylic acid ONC(=O)CCCCOC1=C(C=C(C=C1)C1=CC=C(C=C1)C=CC(=O)O)C1N2CN3CN(CN1C3)C2